(4-(2-chlorophenyl)thiazol-2-yl)-5-(2-methyl-1-oxo-2,8-diazaspiro[4.5]decan-8-yl)picolinamide ClC1=C(C=CC=C1)C=1N=C(SC1)C=1C(=NC=C(C1)N1CCC2(CCN(C2=O)C)CC1)C(=O)N